3-(5-(3-((3-(4-(4-amino-3-(4-phenoxyphenyl)-1H-pyrazolo[3,4-d]pyrimidin-1-yl)piperidin-1-yl)pyrrolidin-1-yl)methyl)azetidin-1-yl)-1-oxoisoindolin-2-yl)piperidine-2,6-dione NC1=C2C(=NC=N1)N(N=C2C2=CC=C(C=C2)OC2=CC=CC=C2)C2CCN(CC2)C2CN(CC2)CC2CN(C2)C=2C=C1CN(C(C1=CC2)=O)C2C(NC(CC2)=O)=O